[I-].ClC1=C(CCCC1=CC=C1N(C2=CC=CC=C2C1(C)C)CCC)C=CC1=[N+](C2=CC=CC=C2C1(C)C)CCC 2-[2-[2-chloro-3-[(1,3-dihydro-3,3-dimethyl-1-propyl-2H-indol-2-ylidene)ethylidene]-1-cyclohexen-1-yl]vinyl]-3,3-dimethyl-1-propylindolium iodide